N(=[N+]=[N-])C1=NN(C2=NC=CC=C21)C2OCCCC2 azido-1-tetrahydropyran-2-yl-pyrazolo[3,4-b]pyridine